tert-butyl 4-[2-(azepan-1-yl)-4-(cyclopropanecarbonylamino)benzoyl]-3-phenylpiperazine-1-carboxylate N1(CCCCCC1)C1=C(C(=O)N2C(CN(CC2)C(=O)OC(C)(C)C)C2=CC=CC=C2)C=CC(=C1)NC(=O)C1CC1